BrC1=CC=C(C=C1)N1CCN(CC1)C1=CC(=NC=C1)C(C(F)(F)F)O 1-(4-(4-(4-bromophenyl)piperazin-1-yl)pyridin-2-yl)-2,2,2-trifluoroethan-1-ol